(S)-tert-Butyl (1,2,3,4-tetrahydro-1-(2-isopropoxyethyl)-4-oxo-2-thioxopyrrolo[3,2-d]pyrimidin-5-yl)methyl pyrrolidine-1,2-dicarboxylate N1([C@@H](CCC1)C(=O)OCN1C=CC=2N(C(NC(C21)=O)=S)CCOC(C)C)C(=O)OC(C)(C)C